1-iodo-4,4,4-trifluorobutane ICCCC(F)(F)F